O1C(=CC=C1)[C-]1C=C(C=C1)C=1OC=CC1.[CH-]1C=CC=C1.[Fe+2] 1,3-bis(furyl)ferrocene